3-(2-((2,3-dihydro-1H-inden-2-yl)amino)pyrimidin-5-yl)-5-((4,5,6,7-tetrahydro-1H-[1,2,3]triazolo[4,5-c]pyridine-5-carboxamido)methyl)benzoic acid C1C(CC2=CC=CC=C12)NC1=NC=C(C=N1)C=1C=C(C(=O)O)C=C(C1)CNC(=O)N1CC2=C(CC1)NN=N2